3',4'-Difluoro-3-[1-oxo-6-(1H-[1,2,3]triazol-4-yl)-1,3-dihydroisoindol-2-yl]biphenyl-4-carboxylic acid 2,3-dihydroxypropyl ester OC(COC(=O)C1=C(C=C(C=C1)C1=CC(=C(C=C1)F)F)N1C(C2=CC(=CC=C2C1)C=1N=NNC1)=O)CO